FC(C1=C(C=CC(=C1)[N+](=O)[O-])N1CCC(CC1)=O)F 1-[2-(difluoromethyl)-4-nitro-phenyl]piperidin-4-one